N1(CCCC1)C=1C=C(C=CC1)C1CNC(N1)=O 5-(3-(pyrrolidin-1-yl)phenyl)imidazolidin-2-one